COC(=O)C=1C=C(C2=C(N(C(=N2)C(C)Cl)C[C@H]2OCC2)C1)OC.ClC1=C(C=CC=C1)C1(N=C(C(=N1)C1=CC=CC=C1)C1=CC=CC=C1)C1(N=C(C(=N1)C1=CC=CC=C1)C1=CC=CC=C1)C1=C(C=CC=C1)Cl 2,2'-bis(o-chlorophenyl)-4,4',5,5'-tetraphenyl-biimidazole Methyl-2-(1-chloroethyl)-4-methoxy-1-(((S)-oxetan-2-yl)methyl)-1H-benzo[d]imidazole-6-carboxylate